C(C)(C)(C)C1=CC=C(C=C1)C1=NC2=C(N1)C=C(C=C2[2H])[2H] 2-(4-tert-Butylphenyl)-4,6-dideuterio-1H-benzo[d]imidazole